(S)-1-(3-cyanocyclobutyl)-3-methoxy-N-(6-(5-methyl-6,7-dihydro-5H-pyrrolo[2,1-c][1,2,4]triazol-3-yl)pyridin-2-yl)-1H-pyrazole-4-carboxamide C(#N)C1CC(C1)N1N=C(C(=C1)C(=O)NC1=NC(=CC=C1)C=1N2C(=NN1)CC[C@@H]2C)OC